4-(3,5-dimethylisoOxazol-4-yl)benzenesulfonamide CC1=NOC(=C1C1=CC=C(C=C1)S(=O)(=O)N)C